N[C@@H](C)C(=O)N[C@@H](CC(C)C)C(=O)O |&1:1| D,L-alanyl-L-leucine